(S)-N-((R)-1-(4-carbamimidoylthiophen-2-yl)ethyl)-7-(2-(6-(2,4-difluorophenyl)-1-oxoisoindolin-2-yl)acetyl)-1,4-dioxa-7-azaspiro[4.4]nonane-8-carboxamide C(N)(=N)C=1C=C(SC1)[C@@H](C)NC(=O)[C@H]1N(CC2(OCCO2)C1)C(CN1C(C2=CC(=CC=C2C1)C1=C(C=C(C=C1)F)F)=O)=O